(6aR,8R)-8-(benzyloxy)-2-chloro-6a-methyl-5,6,6a,7,8,9-hexahydropyrrolo[1',2':4,5]pyrazino[2,3-c]pyridazine C(C1=CC=CC=C1)O[C@@H]1C[C@]2(N(C=3C(=NN=C(C3)Cl)NC2)C1)C